C(C1=CC=CC=C1)OC(=O)N1CCC(CC1)C(=O)N1C2CN(CC1CC2)C(=O)OC(C)(C)C tert-butyl 8-(1-benzyloxycarbonyl piperidine-4-carbonyl)-3,8-diazabicyclo[3.2.1]octane-3-carboxylate